BrC1=CC=CC(=N1)C1=CN=C2N1N=C(C(=C2)OC)C2(CC2)C(F)(F)F 3-(6-bromo-2-pyridyl)-7-methoxy-6-[1-(trifluoromethyl)cyclopropyl]imidazo[1,2-b]pyridazine